(R)-6-(4-cyanophenyl)-N-(2-fluoro-3-hydroxy-3-methylbutyl)-4-(isopropylamino)pyrrolo[1,2-b]Pyridazine-3-carboxamide C(#N)C1=CC=C(C=C1)C=1C=C2N(N=CC(=C2NC(C)C)C(=O)NC[C@H](C(C)(C)O)F)C1